C(C1=CC=CC=C1)OC([C@@](NC(=O)OC(C)(C)C)(CC1=CC(=C(C=C1)OCC1=CC=CC=C1)I)C)=O N-Boc-3-iodo-O-benzyl-α-methyl-L-tyrosine benzyl ester